N-[3-chloro-4-[4-[2-[(2S)-pyrrolidin-2-yl]acetyl]piperazine-1-carbonyl]phenyl]-5-(2,3-difluoro-4-methoxy-phenyl)-1-methyl-imidazole-2-carboxamide ClC=1C=C(C=CC1C(=O)N1CCN(CC1)C(C[C@H]1NCCC1)=O)NC(=O)C=1N(C(=CN1)C1=C(C(=C(C=C1)OC)F)F)C